4-(2-amino-5-(3-(hydroxymethyl)phenyl)-4-oxo-4,7-dihydro-3H-pyrrolo[2,3-d]pyrimidin-6-yl)-N,N-dimethylbenzenesulfonamide NC=1NC(C2=C(N1)NC(=C2C2=CC(=CC=C2)CO)C2=CC=C(C=C2)S(=O)(=O)N(C)C)=O